Bis(2,2,2-trifluoroethoxy)methanethione FC(COC(=S)OCC(F)(F)F)(F)F